bromo-2-fluorobenzoic acid methyl ester COC(C1=C(C(=CC=C1)Br)F)=O